5-isopropyl-2-oxo-1,3-dioxole C(C)(C)C1=COC(O1)=O